3-(3-((1S,3S*)-1-amino-3-fluoro-2,3-dihydro-1H-inden-5-yl)-5-(1H-pyrazol-1-yl)-3H-imidazo[4,5-b]pyridin-2-yl)pyridin-2-amine N[C@H]1C[C@@H](C2=CC(=CC=C12)N1C(=NC=2C1=NC(=CC2)N2N=CC=C2)C=2C(=NC=CC2)N)F |o1:3|